CC1=C(C(=CC(=C1)C)OC)B(O)O 2,4-DIMETHYL-6-METHOXYPHENYLBORONIC ACID